C(#N)C=1C(=NN(C1)C)[C@@H](C1(CCCC1)C)NC1=C(C(C1=O)=O)NC1=C(C(=NC=C1)C(=O)N(C)C(C)C)O (R)-4-((2-(((4-cyano-1-methyl-1H-pyrazol-3-yl)(1-methylcyclopentyl)methyl)amino)-3,4-dioxocyclobut-1-en-1-yl)amino)-3-hydroxy-N-isopropyl-N-methylpicolinamide